2-methoxy-phenyl methyl carbonate C(OC1=C(C=CC=C1)OC)(OC)=O